C1(CCCC1)C(=O)Cl cyclopentane-1-carbonyl chloride